potassium methylanthracenedisulfonate tert-Butyl-2-[4-{5-chloro-2-[4-(difluoromethyl)-1H-imidazol-1-yl]phenyl}-5-methoxy-2-oxopyridin-1(2H)-yl]-4-methoxybutanoate C(C)(C)(C)OC(C(CCOC)N1C(C=C(C(=C1)OC)C1=C(C=CC(=C1)Cl)N1C=NC(=C1)C(F)F)=O)=O.COS(=O)(=O)C=1C(=CC=C2C=C3C=CC=CC3=CC12)S(=O)(=O)[O-].[K+]